C(#N)C1=CC(=C(C=C1)COC1=CC=CC(=N1)C1=C(C(=C(C=C1)CC(=O)O)F)C)F 2-[4-[6-[(4-cyano-2-fluoro-phenyl)methoxy]-2-pyridinyl]-2-fluoro-3-methyl-phenyl]acetic acid